N-nonanoyl-N-methyl-D-glucosamine C(CCCCCCCC)(=O)N([C@H]1C(O)O[C@@H]([C@H]([C@@H]1O)O)CO)C